N1=C(C=CC=C1)OC(NC(C(F)(F)F)C1=CC=CC=C1)=O pyridin-2-yl(2,2,2-trifluoro-1-phenylethyl)carbamate